3-(1-(3-iodo-1-(tetrahydro-2H-pyran-2-yl)-1H-pyrazolo[3,4-b]pyrazin-6-yl)azetidin-3-yl)piperidine-1-carboxylic acid benzyl ester C(C1=CC=CC=C1)OC(=O)N1CC(CCC1)C1CN(C1)C1=CN=C2C(=N1)N(N=C2I)C2OCCCC2